1-benzyl-4-cyclopropyl-1H-1,2,3-triazoleAcetylcyclopropane C(C1=CC=CC=C1)N1N=NC(C1)(CC(=O)C1CC1)C1CC1